Racemic-tert-butyl N-(2-chloro-4,5,6,7-tetrahydrobenzothiophen-6-yl)-N-methyl-carbamate ClC=1SC2=C(C1)CC[C@H](C2)N(C(OC(C)(C)C)=O)C |r|